2,5,6-TRIAMINO-4-PYRIMIDINOL SULFATE S(=O)(=O)(O)OC1=NC(=NC(=C1N)N)N